C(C)(C)OC1=C(C(=CC=C1)OC(C)C)C1=CC=CC=C1 2',6'-diisopropoxy-[1,1'-biphenyl]